ethyl 5-((2-chloro-5-nitropyrimidin-4-yl)(methyl)amino)-2-isopropylthiazole-4-carboxylate ClC1=NC=C(C(=N1)N(C1=C(N=C(S1)C(C)C)C(=O)OCC)C)[N+](=O)[O-]